1-isocyanato-2-(4-isocyanatobut-1-yl)cyclohexane N(=C=O)C1C(CCCC1)CCCCN=C=O